Methyl 2-bromo-6-hydroxybenzoate BrC1=C(C(=O)OC)C(=CC=C1)O